2-amino-6-acetamido-4,5,6,7-tetrahydrobenzothiazole NC=1SC2=C(N1)CCC(C2)NC(C)=O